COCC(N1N=CC=C1)C=1NC(C=2SC(=C3OCCCC1C23)C=2C=NNC2)=O 5-(2-methoxy-1-(1H-pyrazol-1-yl)ethyl)-1-(1H-pyrazol-4-yl)-4,6,7,8-tetrahydro-3H-9-oxa-2-thia-4-azabenzo[cd]azulen-3-one